NCC=1C(N(C=C(C1)C=1C=NC(=CC1)C(F)(F)F)C(C)C)=O 3-(aminomethyl)-1-isopropyl-5-[6-(trifluoromethyl)-3-pyridinyl]Pyridin-2-one